tert-Butyl 2-(4-methoxyphenyl)-3-((2-((6-methoxypyridin-3-yl)amino)-2-oxoethyl)thio)-1,4,8-triazaspiro[4.5]deca-1,3-diene-8-carboxylate COC1=CC=C(C=C1)C1=NC2(N=C1SCC(=O)NC=1C=NC(=CC1)OC)CCN(CC2)C(=O)OC(C)(C)C